ClC=1C=CC=2NC(C=3N(C2N1)C=NC3)=O 2-chloroimidazo[1,5-a]pyrido[3,2-e]pyrazin-6(5H)-one